ClC=1N=C(C2=C(N1)C1=C(O2)C=CC=C1Cl)C1=CC=CC=C1 2,9-dichloro-4-phenylbenzofuro[3,2-d]pyrimidine